N-(3-(3-azabicyclo[3.1.0]hex-3-yl)-4-(4-propylpiperazine-1-carbonyl)phenyl)cyclopropanecarboxamide C12CN(CC2C1)C=1C=C(C=CC1C(=O)N1CCN(CC1)CCC)NC(=O)C1CC1